ClC=1C(=CC(=C(C1)N(C(=O)C1CC=2C(=NC=CC2N1C(=O)OC(C)(C)C)OC)C)F)F tert-butyl 2-((5-chloro-2,4-difluorophenyl)(methyl)carbamoyl)-4-methoxy-2,3-dihydro-1H-pyrrolo[3,2-c]pyridine-1-carboxylate